O1C(CCCC1)OC=1C=C(C=CC1OC1OCCCC1)C1=NC2=CC(=CC=C2C(C1OC1OCCCC1)=O)OC1OCCCC1 2-(3,4-ditetrahydropyranyloxyphenyl)-3,7-ditetrahydropyranyloxyquinolin-4-one